9,9',9''-(6-(4-(9H-carbazol-9-yl)phenyl)-4-([1,1':3',1''-terphenyl]-2'-yl)pyridine-2,3,5-triyl)tris(9H-carbazole-3,6-dicarbonitrile) C1=CC=CC=2C3=CC=CC=C3N(C12)C1=CC=C(C=C1)C1=C(C(=C(C(=N1)N1C2=CC=C(C=C2C=2C=C(C=CC12)C#N)C#N)N1C2=CC=C(C=C2C=2C=C(C=CC12)C#N)C#N)C1=C(C=CC=C1C1=CC=CC=C1)C1=CC=CC=C1)N1C2=CC=C(C=C2C=2C=C(C=CC12)C#N)C#N